6-azido-6-deoxy-1,3,4-tri-O-acetyl-N-acetyl-D-galactosamine N(=[N+]=[N-])C[C@@H]1[C@@H]([C@@H]([C@H](C(OC(C)=O)O1)NC(C)=O)OC(C)=O)OC(C)=O